ClC=1C=C2C(C3C(N(C(C3=O)=O)CCN(CC)CC)(OC2=CC1)C1=CC(=C(C=C1)OC)OC)=O 6-Chloro-9a-(3,4-dimethoxyphenyl)-1-(2-(diethylamino)ethyl)-3a,9a-dihydrochromeno[2,3-b]pyrrole-2,3,4(1H)-trione